methyl (S)-6-cyclopropyl-3-((3-(tetrahydro-2H-pyran-4-yl)-2-((1,1,1-trifluoropropan-2-yl)oxy)phenyl) amino)pyrazine-2-carboxylate C1(CC1)C1=CN=C(C(=N1)C(=O)OC)NC1=C(C(=CC=C1)C1CCOCC1)O[C@H](C(F)(F)F)C